trans-tert-butyl N-[4-[4-fluoro-2-(2-trimethylsilylethoxymethoxy)anilino]cyclohexyl]carbamate FC1=CC(=C(N[C@@H]2CC[C@H](CC2)NC(OC(C)(C)C)=O)C=C1)OCOCC[Si](C)(C)C